ClC1=C(NC=2NN(C3=CC(C=CC23)=NC(CO)CO)C)C=CC=C1C1=CC2=C(OCCO2)C=C1 2-((3-(2-chloro-3-(1,4-benzodioxan-6-yl)anilino)-1-methylindazol-6-ylidene)amino)propane-1,3-diol